C(C)(C)C1CNCCO1 2-Isopropyl-morpholine